2-((1-(3-(5-fluoro-6-methoxypyridin-3-yl)-2,7-dimethyl-1-oxo-1,2-dihydroisoquinolin-5-yl)ethyl)amino)benzoic acid FC=1C=C(C=NC1OC)C=1N(C(C2=CC(=CC(=C2C1)C(C)NC1=C(C(=O)O)C=CC=C1)C)=O)C